O=C1NC(CCC1OC1=CC=C(C=C1)C1CCN(CC1)CC(=O)N1CCN(CC1)C1=CC=C(C=N1)C=1C=C2C(=NC1)NC=C2C(=O)C=2C(=C(C=CC2F)CC(C)S(=O)(=O)N)F)=O [3-[5-[6-[4-[2-[4-[4-[(2,6-dioxo-3-piperidyl)oxy]phenyl]-1-piperidyl]acetyl]piperazin-1-yl]-3-pyridyl]-1H-pyrrolo[2,3-b]pyridine-3-carbonyl]-2,4-difluoro-phenyl]propane-2-sulfonamide